NCC(=CCN)C 1,4-diamino-2-methyl-2-butene